1-(2-acetamido-4-pyridyl)-N-(2,2-dimethyl-6-morpholino-3H-benzofuran-5-yl)pyrazole-3-carboxamide C(C)(=O)NC1=NC=CC(=C1)N1N=C(C=C1)C(=O)NC=1C(=CC2=C(CC(O2)(C)C)C1)N1CCOCC1